2-(4-methylphenyl)benzofuran-3-formic acid CC1=CC=C(C=C1)C=1OC2=C(C1C(=O)O)C=CC=C2